6-[2-[4-(2,4-dichlorophenyl)-5-(4-methyl-1H-imidazol-2-yl)pyrimidine-2-ylamino]ethylamino]pyridine-3-carbonitrile ClC1=C(C=CC(=C1)Cl)C1=NC(=NC=C1C=1NC=C(N1)C)NCCNC1=CC=C(C=N1)C#N